(±)-trans-3-hydroxy-4-phenylpyrrolidine-1-carboxylic acid tert-butyl ester C(C)(C)(C)OC(=O)N1C[C@H]([C@@H](C1)C1=CC=CC=C1)O |r|